N[C@@H]1C[C@@H](CCC1)CN1C(C2=CC(=C(C=C2C(=C1)Cl)C1=NC=C(C=N1)OC)F)=O 2-[[(1R,3S)-3-aminocyclohexyl]methyl]-4-chloro-7-fluoro-6-(5-methoxypyrimidin-2-yl)isoquinolin-1-one